C(C)(C)(C)OC(NC1=C(C2=C(S1)C=CC=C2Br)C#N)=O (4-bromo-3-cyanobenzo[b]thiophen-2-yl)carbamic acid tert-butyl ester